FC(C=1N=C2N(N=C(C(=C2C)C)N2CC=3C=C(C=NC3CC2)C=2C=NC=NC2)C(C1)=O)F 2-(difluoromethyl)-8,9-dimethyl-7-(3-(pyrimidin-5-yl)-7,8-dihydro-1,6-naphthyridin-6(5H)-yl)-4H-pyrimido[1,2-b]pyridazin-4-one